Cl.NC12CCC(C1)(C2)C(=O)OC methyl 4-aminobicyclo[2.1.1]hexane-1-carboxylate hydrochloride